FC(OC1=NC=C(C=C1)[C@@H]1[C@H](C1)B1OC(C(O1)(C)C)(C)C)F 2-(difluoromethoxy)-5-[(1S,2S)-2-(4,4,5,5-tetramethyl-1,3,2-dioxaborolan-2-yl)cyclopropyl]pyridine